4-(((3-hydroxy-2-(pyridin-2-yl)-4,5,6,7-tetrahydro-2H-indazol-5-yl)(methyl)amino)methyl)-N-methylbenzamide OC=1N(N=C2CCC(CC12)N(C)CC1=CC=C(C(=O)NC)C=C1)C1=NC=CC=C1